β-D-Galactopyranosyl-(1→6)-β-D-mannopyranosyl-(1→4)-L-rhamnose [C@@H]1([C@H](O)[C@@H](O)[C@@H](O)[C@H](O1)CO)OC[C@@H]1[C@H]([C@@H]([C@@H]([C@@H](O1)O[C@H]([C@H]([C@H](C=O)O)O)[C@@H](O)C)O)O)O